NC1=CC=C(OC2=CC=C(C=C2)C2(S(=O)(=O)CCC2)C2=CC=C(C=C2)OC2=CC=C(C=C2)N)C=C1 Bis[4-(4-Aminophenoxy)phenyl]sulfolane